O1P(OCCCCC1)(=O)OP(=O)([O-])[O-] pentamethylene diphosphate